ClC1=CC(=NC(=C1)C(F)(F)F)C(=O)NC1=CC(=CC=C1)[C@H](C)SC1=NN=CN1C (S)-4-chloro-N-(3-(1-((4-methyl-4H-1,2,4-triazol-3-yl)thio)ethyl)phenyl)-6-(trifluoromethyl)picolinamide